5-amino-3-(4-benzylmorpholin-2-yl)-1-(1-cyanopiperidin-3-yl)-1H-pyrazole-4-carboxamide NC1=C(C(=NN1C1CN(CCC1)C#N)C1CN(CCO1)CC1=CC=CC=C1)C(=O)N